8-chloro-2-((3-(1-(trifluoromethyl)cyclopropyl)phenyl)amino)quinoline-6-carbonitrile ClC=1C=C(C=C2C=CC(=NC12)NC1=CC(=CC=C1)C1(CC1)C(F)(F)F)C#N